N1-(6-Chloro-3-(3,4-dichlorophenyl)-9H-carbazol-1-yl)ethane-1,2-diamine ClC=1C=C2C=3C=C(C=C(C3NC2=CC1)NCCN)C1=CC(=C(C=C1)Cl)Cl